Ethyl 6-(4-chloro-3-fluorophenyl)-3-(difluoromethyl)-4-oxo-4,5-dihydropyrazolo[1,5-a]pyrazine-2-carboxylate ClC1=C(C=C(C=C1)C=1NC(C=2N(C1)N=C(C2C(F)F)C(=O)OCC)=O)F